C(C)N(CC)C[Si](OCC)(OCC)OCC (N,N-diethylamino)methyl-triethoxysilane